P(O)(O)N.NCCCCC(CO)O 6-amino-1,2-dihydroxyhexane phosphoramidite